C(#N)C1CSC2(CN(C2)C(=O)OC(C)(C)C)C1 tert-Butyl 7-cyano-5-thia-2-azaspiro[3.4]octane-2-carboxylate